4-((5-fluoro-1,4,5,6-tetrahydropyrimidin-2-yl)amino)-1H-indazole-6-carboxylic acid FC1CN=C(NC1)NC1=C2C=NNC2=CC(=C1)C(=O)O